C(C)(C)(C)OC(=O)N1C[C@]2(CC[C@]2(C1)C(=O)OC)C(=O)O |o1:9,12| rel-cis-(1R,5S)-3-(tert-butoxycarbonyl)-5-(methoxycarbonyl)-3-azabicyclo[3.2.0]heptane-1-carboxylic acid